C(N)(=O)C1=CC=C(C=C1)[C@@H](C1=CC=C(C(=O)O)C=C1)OC1=CC=C2C(CCOC2=C1C(C)C)=O (S)-4-((4-carbamoylphenyl)((8-isopropyl-4-oxochroman-7-yl)oxy)methyl)benzoic acid